2-aminoethyl (S)-2-(4-((4'-(1,1,1,3,3,3-hexafluoro-2-hydroxypropan-2-yl)-[1,1'-biphenyl]-4-yl)methyl)-1-(pyridin-4-ylmethyl)piperazin-2-yl)acetate FC(C(C(F)(F)F)(O)C1=CC=C(C=C1)C1=CC=C(C=C1)CN1C[C@@H](N(CC1)CC1=CC=NC=C1)CC(=O)OCCN)(F)F